C(C)N(S(=O)(=O)NC=1C(=C(C(=O)C2=CNC3=NC=C(C=C32)C3=CC(=C(C=C3)C=3CCN(CC3)C(=O)OC(C)(C)C)F)C(=CC1)F)F)C tert-butyl 4-[4-[3-[3-[[ethyl(methyl)sulfamoyl]amino]-2,6-difluoro-benzoyl]-1H-pyrrolo[2,3-b]pyridin-5-yl]-2-fluoro-phenyl]-3,6-dihydro-2H-pyridine-1-carboxylate